C(C)(C)(C)OC(CCC(C=O)NC([C@H](C)NC([C@@H](CC(C)C)N)=O)=O)=O 4-((S)-2-((R)-2-amino-4-methylpentanoylamino)propionylamino)-5-oxopentanoic acid tert-butyl ester